FC1=CC=C(C=C1)C=1SC(=CN1)C(=O)N[C@@H](CCC(C)O)C(N[C@@H](CCC1=CC=C(C=C1)F)C(C=1SC=CN1)O)=O 2-(4-fluorophenyl)-N-[(1S)-1-[[(1S)-3-(4-fluorophenyl)-1-[hydroxy(thiazol-2-yl)methyl]propyl]carbamoyl]-4-hydroxy-pentyl]thiazole-5-carboxamide